4,5-dioxo-1-phenyl-4,5-dihydroimidazo[1,2-a]quinoline-2-carboxylic acid ethyl ester C(C)OC(=O)C=1N=C2N(C3=CC=CC=C3C(C2=O)=O)C1C1=CC=CC=C1